N1C=CC2=CC=C(C=C12)C1=CC=CC(=N1)C1=CN=C2N1C=CN=C2 3-(6-(1H-indol-6-yl)pyridin-2-yl)imidazo[1,2-a]pyrazine